4-Methyl-7-((4-(tert-amyl)phenyl)amino)-2H-benzo[b][1,4]oxazin-3(4H)-one CN1C2=C(OCC1=O)C=C(C=C2)NC2=CC=C(C=C2)C(C)(C)CC